Butyl butyrate C(CCC)(=O)OCCCC